1-(cyclopropylmethyl)-4-(4-(quinoline-8-sulfonylamino)benzoyl)piperazine-1-ium hemi-sulfate salt S(=O)(=O)([O-])[O-].C1(CC1)C[NH+]1CCN(CC1)C(C1=CC=C(C=C1)NS(=O)(=O)C=1C=CC=C2C=CC=NC12)=O.C1(CC1)C[NH+]1CCN(CC1)C(C1=CC=C(C=C1)NS(=O)(=O)C=1C=CC=C2C=CC=NC12)=O